9-bromo-10-(3',4',5'-triphenyl-[1,1':2',1''-terphenyl]-3-yl)anthracene BrC=1C2=CC=CC=C2C(=C2C=CC=CC12)C=1C=C(C=CC1)C=1C(=C(C(=C(C1)C1=CC=CC=C1)C1=CC=CC=C1)C1=CC=CC=C1)C1=CC=CC=C1